S(=O)(=O)(ON1[C@@H]2CC[C@H](N(C1=O)C2)C(NCC2CCOCC2)=N)[O-].[Na+] Sodium (2S,5R)-7-oxo-2-(N-((tetrahydro-2H-pyran-4-yl) methyl) carbamimidoyl)-1,6-diazabicyclo[3.2.1]octan-6-yl sulfate